F[C@H]1[C@H]([C@@H](O[C@@H]1CO)N1C=NC=2C(=O)NC(N)=NC12)O 3'-fluoro-3'-deoxyguanosine